1-(4-cyanophenyl)-N-(2,3,6-trifluoro-4-((3-(2-(((3S,5S)-5-fluoropiperidin-3-yl)amino)pyrimidin-4-yl)pyridin-2-yl)oxy)phenyl)methanesulfonamide C(#N)C1=CC=C(C=C1)CS(=O)(=O)NC1=C(C(=C(C=C1F)OC1=NC=CC=C1C1=NC(=NC=C1)N[C@@H]1CNC[C@H](C1)F)F)F